3-Bromo-4-iodo-1,1'-biphenyl BrC=1C=C(C=CC1I)C1=CC=CC=C1